N[C@H](C(=O)OCC)CCC(C=[N+]=[N-])=O ethyl (S)-2-amino-6-diazo-5-oxohexanoate